N[C@@H]1C2=CC=CC=C2CC12CCN(CC2)C=2C(=NC(=CN2)C=CC2=C(C(=NC=C2)OC)Cl)CO (S)-(3-(1-amino-1,3-dihydrospiro[indene-2,4'-piperidine]-1'-yl)-6-(2-(3-chloro-2-methoxypyridin-4-yl)vinyl)pyrazin-2-yl)methanol